(E)-5-(4-Fluorophenyl)nicotinaldehyde oxide FC1=CC=C(C=C1)C=1C=[N+](C=C(C=O)C1)[O-]